C1(CC1)CN[C@@H]1COC2=NC(=CC=C21)C(F)(F)F (S)-N-(cyclopropylmethyl)-6-(trifluoromethyl)-2,3-dihydrofuro[2,3-b]pyridin-3-amine